4-[5-(3,4-dimethoxy-benzylidene)-4-oxo-2-thioxo-thiazolidin-3-yl]-butyric acid COC=1C=C(C=C2C(N(C(S2)=S)CCCC(=O)O)=O)C=CC1OC